3-fluoro-5-((2'-(5-chloroisoindolin-2-yl)-[2,4'-bipyrimidin]-4-yl)ethynyl)-1H-indazole FC1=NNC2=CC=C(C=C12)C#CC1=NC(=NC=C1)C1=NC(=NC=C1)N1CC2=CC=C(C=C2C1)Cl